4-amino-N-methyl-N-((6-(trifluoromethyl)-3-pyridazinyl)methyl)-1,3-dihydrofuro[3,4-c]quinoline-8-carboxamide NC1=NC=2C=CC(=CC2C2=C1COC2)C(=O)N(CC=2N=NC(=CC2)C(F)(F)F)C